tert-butyl ((1r,3r)-3-(4-(2-(4-((2-cyanopyrimidin-4-yl)methoxy)phenyl)propan-2-yl)phenoxy)cyclobutyl)carbamate C(#N)C1=NC=CC(=N1)COC1=CC=C(C=C1)C(C)(C)C1=CC=C(OC2CC(C2)NC(OC(C)(C)C)=O)C=C1